2-((3,5-dicyano-4-ethyl-6-(2-oxo-1-oxa-3,8-diazaspiro[4.5]decan-8-yl)pyridin-2-yl)thio)-2-phenylacetamide C(#N)C=1C(=NC(=C(C1CC)C#N)N1CCC2(CNC(O2)=O)CC1)SC(C(=O)N)C1=CC=CC=C1